FC1=CC=C(C=C1)SN1N=NC(=C1)C(=O)O ((4-fluorophenyl)thio)-1H-1,2,3-triazole-4-carboxylic acid